N-(4,4-difluorocyclohexyl)-5-((1R,2R)-2-(tetrahydro-2H-pyran-4-ylamino)cyclopropyl)thiophene-3-carboxamide Hydrochloride Cl.FC1(CCC(CC1)NC(=O)C1=CSC(=C1)[C@H]1[C@@H](C1)NC1CCOCC1)F